rac-5-chloro-2-(trans-2-hydroxycyclohexyl)-6-(4-(1H-pyrazol-1-yl)benzyl)isoindolin-1-one ClC=1C=C2CN(C(C2=CC1CC1=CC=C(C=C1)N1N=CC=C1)=O)[C@H]1[C@@H](CCCC1)O |r|